tert-Butyl 4-{[(6R)-2,2-difluoro-6-[4-(methoxycarbonyl)-2-(oxetan-3-ylamino)phenyl]-7-azaspiro[3.5]nonan-7-yl]methyl}-5-methoxy-7-methylindole-1-carboxylate FC1(CC2(C1)C[C@@H](N(CC2)CC2=C1C=CN(C1=C(C=C2OC)C)C(=O)OC(C)(C)C)C2=C(C=C(C=C2)C(=O)OC)NC2COC2)F